1,2-dibenzyloxy-1,2-diphenylethane C(C1=CC=CC=C1)OC(C(C1=CC=CC=C1)OCC1=CC=CC=C1)C1=CC=CC=C1